FC1=CC(=C2C=C(N(C2=C1)CC(F)(F)F)C#CCNC1=C(C=C(C=C1)S(=O)(=O)C)OC)N(C(OC(C)(C)C)=O)C1CCOCC1 tert-butyl (6-fluoro-2-(3-((2-methoxy-4-(methylsulfonyl)phenyl)amino)prop-1-yn-1-yl)-1-(2,2,2-trifluoroethyl)-1H-indol-4-yl)(tetrahydro-2H-pyran-4-yl)carbamate